1-nonadecanoyl-2-(11Z-docosenoyl)-glycero-3-phosphoserine CCCCCCCCCCCCCCCCCCC(=O)OC[C@H](COP(=O)(O)OC[C@@H](C(=O)O)N)OC(=O)CCCCCCCCC/C=C\CCCCCCCCCC